C(C1=CC=CC=C1)OCCOC=1C=NN(C1C(=O)NC1=C(C=C(C(=C1)C)Br)F)C 4-(2-(benzyloxy)ethoxy)-N-(4-bromo-2-fluoro-5-methylphenyl)-1-methyl-1H-pyrazole-5-carboxamide